1-aminopentyl vinyl ether C(=C)OC(CCCC)N